C1(CC1)OC(=O)C1=CC=C(N=N1)C(=O)NC([2H])([2H])[2H] 6-(cyclopropylcarboxy)-N-(methyl-d3)pyridazine-3-carboxamide